C(C)(=O)C1=C(C2=C(N=C(N=C2)NC2=NC=C(C=C2)N2CC3=CC=C(C=C3CC2(C)C)CO[Si](C)(C)C(C)(C)C)N(C1=O)C1CCCC1)C 6-acetyl-2-((5-(6-(((tert-butyldimethylsilyl)oxy)methyl)-3,3-dimethyl-3,4-dihydroisoquinolin-2(1H)-yl)pyridin-2-yl)amino)-8-cyclopentyl-5-methylpyrido[2,3-d]pyrimidin-7(8H)-one